N-(4-{[3-(azetidin-3-yl)-6-(5-chloro-2-fluorophenyl)pyridazin-4-yl]amino}pyridin-2-yl)-3-(4-methylpiperazin-1-yl)propanamide N1CC(C1)C=1N=NC(=CC1NC1=CC(=NC=C1)NC(CCN1CCN(CC1)C)=O)C1=C(C=CC(=C1)Cl)F